1-(4-fluoro-phenylcarbamoyl)cyclopropanecarboxylic acid FC1=CC=C(C=C1)NC(=O)C1(CC1)C(=O)O